5,6-diethyl-cyclohexa-1,3-diene C(C)C1C=CC=CC1CC